1-(1-Hydroxy-3-{[(CIS)-4-phenylcyclohexyl]oxy}propan-2-yl)-1,2-dihydropyridin-2-one OCC(CO[C@@H]1CC[C@@H](CC1)C1=CC=CC=C1)N1C(C=CC=C1)=O